NCC1=CC=C(C=C1)NC(=O)C1=CC2=C(OCCC3=C2SC=C3)C=C1C=1C(=NC(=CC1)C(NC(CC)CC)=O)C(=O)OC methyl 3-(9-((4-(aminomethyl)phenyl)carbamoyl)-4,5-dihydrobenzo[b]thieno[2,3-d]oxepin-8-yl)-6-(pentan-3-ylcarbamoyl)picolinate